S(CC(=N)N)CC(=N)N 2,2'-thiobis(acetamidine)